2-ethylhexyl 3-((5-isopropyl-7-(3-(trifluoromethyl)piperidin-1-yl)-5H-pyrrolo[3,2-d]pyrimidin-2-yl)thio)propionate Potassium carbonate C([O-])([O-])=O.[K+].C(C)(C)N1C=C(C=2N=C(N=CC21)SCCC(=O)OCC(CCCC)CC)N2CC(CCC2)C(F)(F)F.[K+]